5-((2-fluoro-3,6-dimethylphenyl) carbamoyl)-6,6-dimethyl-5,6-dihydropyrrolo[3,4-c]pyrazole-2(4H)-carboxylate FC1=C(C(=CC=C1C)C)NC(=O)N1C(C2=NN(C=C2C1)C(=O)[O-])(C)C